ethyl 3-cyano-1,4-dimethyl-1H-pyrazole-5-carboxylate C(#N)C1=NN(C(=C1C)C(=O)OCC)C